methyl 2-(3-(4-(2-methoxypyrimidin-5-yl)cyclohexyl)isoxazol-5-yl)-3-methylbutanoate COC1=NC=C(C=N1)C1CCC(CC1)C1=NOC(=C1)C(C(=O)OC)C(C)C